((E)-3-(((Z)-hex-3-en-1-yl)oxy)prop-1-en-1-yl)benzene C(C\C=C/CC)OC/C=C/C1=CC=CC=C1